CC(CC)C=1C=C(C(=NC1)NC(C1=C(C=CC(=C1)[N+](=O)[O-])SC1=NN=NN1C)=O)F N-[5-(butan-2-yl)-3-fluoropyridin-2-yl]-2-[(1-methyl-1H-1,2,3,4-tetrazol-5-yl)sulfanyl]-5-nitrobenzamide